(S)-7-((1H-imidazol-1-yl)methyl)-4-(cyclopropyl(4-methoxypyridin-2-yl)methyl)-9-(1-ethyl-3-(trifluoromethyl)-1H-pyrazol-4-yl)-3,4-dihydro-1H-benzo[e][1,4]diazepine-2,5-dione N1(C=NC=C1)CC1=CC2=C(NC(CN(C2=O)[C@H](C2=NC=CC(=C2)OC)C2CC2)=O)C(=C1)C=1C(=NN(C1)CC)C(F)(F)F